2-(1-Aminoethyl)-5-methyl-N-(1-(naphthalen-1-yl)cyclopropyl)-1H-indole-6-carboxamide NC(C)C=1NC2=CC(=C(C=C2C1)C)C(=O)NC1(CC1)C1=CC=CC2=CC=CC=C12